3-methyl-N-[4-(4-pyridyl)phenyl]-1-isoquinolinamine CC=1N=C(C2=CC=CC=C2C1)NC1=CC=C(C=C1)C1=CC=NC=C1